2,3-dichlorophenylethylamine ClC1=C(C=CC=C1Cl)CCN